tert-butyl 4-[4-(5-acetyl-3-iodo-6,7-dihydro-4H-pyrazolo[4,3-c]pyridin-1-yl)cyclohexyl]piperidine-1-carboxylate C(C)(=O)N1CC2=C(CC1)N(N=C2I)C2CCC(CC2)C2CCN(CC2)C(=O)OC(C)(C)C